(2S,3R,4R,5S,6S)-2-(((2S,3R,4S,5R,6R)-4,5-diacetoxy-6-(acetoxymethyl)-2-bromotetrahydro-2H-pyran-3-yl) oxy)-6-methyltetrahydro-2H-pyran-3,4,5-triyl triacetate C(C)(=O)O[C@H]1[C@@H](O[C@H]([C@@H]([C@H]1OC(C)=O)OC(C)=O)C)O[C@H]1[C@@H](O[C@@H]([C@H]([C@@H]1OC(C)=O)OC(C)=O)COC(C)=O)Br